FC1=C(CN2C(C3(CC2)CCN(CC3)C3=NC=CC(=N3)C#N)=O)C=C(C=C1)F 2-(2-(2,5-difluorobenzyl)-1-oxo-2,8-diazaspiro[4.5]decan-8-yl)pyrimidine-4-carbonitrile